C(CC(C)O)O 1,3-BUTYLENE GLYCOL